FC(C(C(F)(F)F)(O)C1=CC=C(C=C1)C1=CC=C(C=C1)C=O)(F)F 4'-(1,1,1,3,3,3-hexaFluoro-2-hydroxypropan-2-yl)-[1,1'-biphenyl]-4-carbaldehyde